(S)-6-(4-chlorophenyl)-N-(1-(cyclopropylsulfonamido)propan-2-yl)-2-(1-methyl-1H-pyrazol-4-yl)-3-oxo-2,3-dihydropyridazine-4-carboxamide ClC1=CC=C(C=C1)C=1C=C(C(N(N1)C=1C=NN(C1)C)=O)C(=O)N[C@H](CNS(=O)(=O)C1CC1)C